NC=1C(=C(N(N1)C[C@@H]1CN(CCC1)C(=O)OC(C)(C)C)C1=CC=C(C=C1)CNC(C1=C(C=CC=C1)OC)=O)C(N)=O tert-butyl (3S)-3-[[5-amino-4-carbamoyl-3-[4-[[(2-methoxybenzoyl)amino]methyl]phenyl]pyrazol-2-yl]methyl]piperidine-1-carboxylate